tert-butyl 6-((8-(4-((tert-butyldimethylsilyl) oxy) tetrahydrofuran-3-yl)-6-cyano-7-oxo-7,8-dihydropyrido[2,3-d]pyrimidin-2-yl) amino)-3,4-dihydroisoquinoline-2(1H)-carboxylate [Si](C)(C)(C(C)(C)C)OC1C(COC1)N1C(C(=CC2=C1N=C(N=C2)NC=2C=C1CCN(CC1=CC2)C(=O)OC(C)(C)C)C#N)=O